CN1C(N(C=2N=CN(C2C1=O)CC(=O)OCCCOC(=O)C=1C=NC=CC1)C)=O 3-((3-(2-(1,3-dimethyl-2,6-dioxo-1,2,3,6-tetrahydro-7H-purin-7-yl)acetoxy)propoxy)carbonyl)pyridin